[N+](=O)([O-])C=1C=C(C=CC1)C1N(CCCC1)C(=O)OC(C)(C)C tert-Butyl 2-(3-nitrophenyl)piperidine-1-carboxylate